NCCCC(=O)C=1C(=NN(C1C)C(C)C)C 4-amino-1-(1-isopropyl-3,5-dimethyl-1H-pyrazol-4-yl)butan-1-one